N-acetyl-2,6-dihydroxy-5'-methyl-4-pentyl-2'-(prop-1-en-2-yl)-[1,1'-biphenyl]-3-carboxamide C(C)(=O)NC(=O)C=1C(=C(C(=CC1CCCCC)O)C1=C(C=CC(=C1)C)C(=C)C)O